S1C=NC2=C1C=CC(=C2)NC2=C1C(=NC=C2)SC(=C1)C1C(N(CCC1)CCCNC(OC(C)(C)C)=O)C tert-butyl (3-(3-(4-(benzo[d]thiazol-5-ylamino)thieno-[2,3-b]pyridin-2-yl)-2-methyl-piperidin-1-yl)propyl)carbamate